C(C)(C)C=1C=NN2C1N=C(N=C2NCC=2C=C(C(=O)N[C@@H]1CN(CCC1)C(=O)OC(C)(C)C)C=CC2)NC2CCOCC2 tert-butyl (S)-3-(3-(((8-isopropyl-2-((tetrahydro-2H-pyran-4-yl)amino)pyrazolo[1,5-a][1,3,5]triazin-4-yl)amino)methyl)benzamido)piperidine-1-carboxylate